ClC1=C(C=C2C=C(N=CC2=C1)NC(=O)C1CC12COCC2)C2CCN(CC2)C2COCC2O N-(7-chloro-6-(1-(4-hydroxytetrahydrofuran-3-yl)piperidin-4-yl)isoquinolin-3-yl)-5-oxaspiro[2.4]heptane-1-carboxamide